methyl-1,3-pentanediol diisobutyrate C(C(C)C)(=O)OC(CC(CC)OC(C(C)C)=O)C